C(C)C(CC)(N(C)C)N ethyl-N,N-dimethyl-propanediamine